aluminum tri-ethanolate C(C)[O-].C(C)[O-].C(C)[O-].[Al+3]